ClC1=C(C(=CC=C1)C1=NC2=C(N1)C=C(C(=C2)O)F)C=2C(=CC(=CC2)C(N[C@H](CCC)C2=CC=CC=C2)=O)C(=O)O (S)-2'-chloro-6'-(6-fluoro-5-hydroxy-1H-1,3-benzodiazol-2-yl)-4-{[(1R)-1-phenylbutyl]carbamoyl}-[1,1'-biphenyl]-2-carboxylic acid